FC(OC1=C(C=CC(=C1C)F)[C@H]1[C@H](O[C@]([C@H]1C)(C(F)(F)F)C)C(=O)NC1=CC(=NC=C1)C(=O)N)F 4-((2S,3S,4S,5R)-3-(2-(difluoromethoxy)-4-fluoro-3-methylphenyl)-4,5-dimethyl-5-(trifluoromethyl)tetrahydrofuran-2-carboxamido)picolinamide